5-bromo-2-(pyrazolidin-1-yl)pyridine BrC=1C=CC(=NC1)N1NCCC1